C(#N)C1=CC=C(C=C1)COC1=NN(C=C1)C1CCN(CC1)CC1=NC2=C(N1CC1=CN=CN1CC)C=C(C=C2)C(=O)O 2-[(4-{3-[(4-cyanophenyl)methoxy]-1H-pyrazol-1-yl}piperidin-1-yl)methyl]-1-[(1-ethyl-1H-imidazol-5-yl)methyl]-1H-benzimidazole-6-carboxylic acid